(1-(2-Fluoroquinolin-5-yl)cyclopropyl)-2-methyl-5-((1-methylazetidin-2-yl)methoxy)benzamide FC1=NC2=CC=CC(=C2C=C1)C1(CC1)C=1C(=C(C(=O)N)C=C(C1)OCC1N(CC1)C)C